methyl 5-bromopyridine-2,3-diformate BrC=1C=C(C(=NC1)C(=O)OC)C(=O)[O-]